BrCC1=C(C=C(C(=O)OCC)C=C1)OCC ethyl 4-(bromomethyl)-3-ethoxybenzoate